5-methyl-2-methyleneheptenal CC(C=CC(C=O)=C)CC